C(N)(=O)C1=CC=C(C=C1)C(C=1C=CC(=C(C1)NC(=O)C1=CC(=NN1C=1C=C(CNC(OC(C)(C)C)=O)C=CC1)C(F)(F)F)F)NCC1CC1 tert-butyl 3-(5-(5-((4-carbamoylphenyl)(cyclopropylmethyl-amino)methyl)-2-fluorophenylcarbamoyl)-3-(trifluoromethyl)-1H-pyrazol-1-yl)benzylcarbamate